((2R,5S)-5-aminotetrahydro-2H-pyran-2-yl)((S)-1-(4-fluorophenyl)-3,4-dihydroisoquinolin-2(1H)-yl)methanone N[C@H]1CC[C@@H](OC1)C(=O)N1[C@H](C2=CC=CC=C2CC1)C1=CC=C(C=C1)F